C(C)(=O)OC=1C=C(C=2C=C3C(OC2C1)O3)OC(C)=O oxireno[2,3-b]chromene-4,6-diyl diacetate